6-amino-1'-benzylspiro[indoline-3,4'-piperidin]-2-one NC1=CC=C2C(=C1)NC(C21CCN(CC1)CC1=CC=CC=C1)=O